FC(OC=1C=CC=CC1)(F)F 3-(trifluoromethoxy)benzene